CC1OB(OCCN(C1)C)C dimethyl-6-methyl-[1,3,6,2]dioxazaborocane